ClC1=CC(=C(C=C1)C1=C(C(=NC(=N1)N1C[C@@H](OCC1)C=1C=NN(C1)C)C(=O)OC)C#CC)F methyl 6-(4-chloro-2-fluoro-phenyl)-5-prop-1-ynyl-2-[(2S)-2-(1-methylpyrazol-4-yl)morpholin-4-yl]pyrimidine-4-carboxylate